8-bromo-6-fluoro-5-methyl-[1,2,4]triazolo[1,5-a]pyridine BrC=1C=2N(C(=C(C1)F)C)N=CN2